CO[C@H]1C[C@H](CCCC1)N |r| (±)-cis-3-methoxycycloheptanamine